(E)-3-(3-(3,5-bis-(trifluoromethyl)-phenyl)-1H-1,2,4-triazol-1-yl)-2-(pyridin-4-yl)-acrylonitrile FC(C=1C=C(C=C(C1)C(F)(F)F)C1=NN(C=N1)/C=C(/C#N)\C1=CC=NC=C1)(F)F